C1(=CC=CC=C1)C(C=C)=O 1-phenylprop-2-en-1-one